3,6-difluoro-5-(2-fluoroethoxy)-N,N-bis[(4-methoxyphenyl)methyl]Pyridin-2-amine FC=1C(=NC(=C(C1)OCCF)F)N(CC1=CC=C(C=C1)OC)CC1=CC=C(C=C1)OC